2-ISOPROPYL-4-METHYLTHIAZOLE C(C)(C)C=1SC=C(N1)C